C1(CCC1)N1C(C(C(CC1)=O)C(=O)OCC)=O ethyl 1-cyclobutyl-2,4-dioxopiperidine-3-carboxylate